N1=C(C=CC=C1)CN(CC1=NC=CC=C1)CC1=NC=CC=C1 1-pyridin-2-yl-N,N-bis(pyridin-2-ylmethyl)methylamine